Dihydroxybenzoat OC=1C(=C(C(=O)[O-])C=CC1)O